C(C)(C)NC1=C(C=NC2=C1NC=1C=CC=CC21)C(=O)N 4-(isopropylamino)-5H-pyrido[3,2-b]indole-3-carboxamide